[S-2].[S-2].[V+4] vanadium disulphide